N1=CC=CC2=C(C=C3C=CC=NC3=C12)OB(O)O 1,10-phenanthroline-5-yl-boric acid